1-[(2,4-difluorophenyl)methyl]-3-[(2H-indazol-6-yl)methyl]-1-(1-methylpiperidin-4-yl)urea FC1=C(C=CC(=C1)F)CN(C(=O)NCC=1C=CC2=CNN=C2C1)C1CCN(CC1)C